(6-bromo-8-cyanopyrrolo[1,2-a]pyrazin-7-yl)benzoic acid BrC1=C(C(=C2N1C=CN=C2)C#N)C2=C(C(=O)O)C=CC=C2